FC=1C=C(C(=O)OC)C=C(C1C=1N(C=C(N1)C(F)(F)F)C(C)C)OC methyl 3-fluoro-4-[1-isopropyl-4-(trifluoromethyl)imidazol-2-yl]-5-methoxybenzoate